COC=1C=C2C(=CC(OC2=C2C1C=CC=C2)(C2=CC=C(C=C2)C2=CC=1C(C3=CC=CC=C3SC1C=C2)=O)C2=CC=C(C=C2)C2=CC=1C(C3=CC=CC=C3SC1C=C2)=O)C2=CC=CC=C2 2,2'-((6-methoxy-4-phenyl-2H-benzo[H]chromen-2,2-diyl)bis(4,1-phenylene))bis(9H-thioxanthen-9-one)